Ethyl-(1,7-naphthyridin-5-yl)-5-(trifluoromethyl)-1H-pyrazole-4-carboxylate C(C)OC(=O)C=1C=NN(C1C(F)(F)F)C1=C2C=CC=NC2=CN=C1